(1R,3s,5S)-3-[[(3-chlorophenyl)methyl]carbamoyl]-8-azabicyclo[3.2.1]octane-8-carboxylic acid tert-butyl ester C(C)(C)(C)OC(=O)N1[C@H]2CC(C[C@@H]1CC2)C(NCC2=CC(=CC=C2)Cl)=O